2-benzyl-6-(difluoromethyl)-2-azaspiro[3.3]heptan-6-yl (2R,6R)-2,6-dimethyl-4-[5-(trifluoromethyl)pyrimidin-2-yl]piperazine-1-carboxylate C[C@H]1N([C@@H](CN(C1)C1=NC=C(C=N1)C(F)(F)F)C)C(=O)OC1(CC2(CN(C2)CC2=CC=CC=C2)C1)C(F)F